CC=1C=2N(C=CC1)N=C(C2)[C@H]2N(CCC1=C2N=CN1)C(=O)C1=CN=C(O1)C1=NC=CN=C1 (S)-(4-(4-methylpyrazolo[1,5-a]pyridin-2-yl)-1,4,6,7-tetrahydro-5H-imidazo[4,5-c]pyridin-5-yl)(2-(pyrazin-2-yl)oxazol-5-yl)methanone